(2R,3S,4S,SR)-N-(2-((R)-1-Amino-2-hydroxyethyl)pyridin-4-yl)-3-(3,4-difluoro-2-methoxyphenyl)-4,5-dimethyl-5-(trifluoromethyl)tetrahydrofuran-2-carboxamide N[C@@H](CO)C1=NC=CC(=C1)NC(=O)[C@@H]1O[C@@]([C@H]([C@H]1C1=C(C(=C(C=C1)F)F)OC)C)(C(F)(F)F)C |&1:15|